C(C1=CC=CC=C1)OC1=CC=C(C=C1)C1(CCOCC1)NC(C(C(=O)OC)(F)F)=O Methyl 3-((4-(4-(benzyloxy)phenyl)tetrahydro-2H-pyran-4-yl)amino)-2,2-difluoro-3-oxopropanoate